6-(((6aS,8R)-6a-ethyl-2-(2-hydroxyphenyl)-5,6,6a,7,8,9-hexahydropyrrolo-[1',2':4,5]pyrazino[2,3-c]pyridazin-8-yl)oxy)nicotinaldehyde C(C)[C@@]12N(C=3C(=NN=C(C3)C3=C(C=CC=C3)O)NC1)C[C@@H](C2)OC2=NC=C(C=O)C=C2